3-methyl-2-[7-(4-piperidyl)-5,6-dihydropyrrolo[2,3-c]pyridazin-3-yl]-5-(trifluoromethyl)phenol CC=1C(=C(C=C(C1)C(F)(F)F)O)C1=CC2=C(N=N1)N(CC2)C2CCNCC2